6-[2-(7-Chloro-quinolin-8-yl)-ethylamino]-pyrimidin ClC1=CC=C2C=CC=NC2=C1CCNC1=CC=NC=N1